tert-butyl 8-[2-(2-[4-[(benzyloxy)carbonyl]piperazin-1-yl]ethoxy)pyridin-4-yl]-3,8-diazabicyclo[3.2.1]octane-3-carboxylate C(C1=CC=CC=C1)OC(=O)N1CCN(CC1)CCOC1=NC=CC(=C1)N1C2CN(CC1CC2)C(=O)OC(C)(C)C